COCCN1C(C(CC1)NC(=O)C1=C(OC2=C1C=C(C=C2)OCC2=C(N=CS2)C)C)=O N-(1-(2-methoxyethyl)-2-oxopyrrolidin-3-yl)-2-methyl-5-((4-methylthiazol-5-yl)methoxy)benzofuran-3-carboxamide